3-(1-oxo-5-(((1R,2S)-2-(3-(pyrazin-2-yl)azetidin-1-yl)cyclohexyl)oxy)isoindolin-2-yl)piperidine-2,6-dione O=C1N(CC2=CC(=CC=C12)O[C@H]1[C@H](CCCC1)N1CC(C1)C1=NC=CN=C1)C1C(NC(CC1)=O)=O